ClC1=C(C(=CC=C1Cl)O)[C@H]1C[C@H]2CC(CC(N2C1)=O)C1=NNC=C1 (2R,8aS)-2-(2,3-dichloro-6-hydroxyphenyl)-7-(1H-pyrazol-3-yl)-hexahydro-1H-indolizin-5-one